NC1=NN2C(C=C(C=C2)C=2C(=C(C(=O)NCC[C@@](C)(O)C3=CC=C(C=C3)Cl)C(=CC2)C)F)=N1 |r| racemic-3-(2-amino-[1,2,4]triazolo[1,5-a]pyridin-7-yl)-N-(3-(4-chlorophenyl)-3-hydroxybutyl)-2-fluoro-6-methylbenzamide